FC(CN1C=2N(C3=C(C=CC=C3C1=O)F)C(NN2)=S)(C)F 4-(2,2-difluoropropyl)-9-fluoro-1-thioxo-2,4-dihydro-[1,2,4]triazolo[4,3-a]quinazolin-5(1H)-one